NC1=NC=NN2C1=CC=C2[C@]2([C@@H]([C@@H]([C@H](O2)COP(=O)(OC2=CC=CC=C2)NC(C(=O)[O-])CC2=CC=CC=C2)O)O)C#N (((((2R,3S,4R,5R)-5-(4-aminopyrrolo[2,1-f][1,2,4]triazin-7-yl)-5-cyano-3,4-dihydroxytetrahydrofuran-2-yl) methoxy) (phenoxy) phosphoryl) amino)-3-phenylpropionate